CN(N)C1CCOCC1 1-methyl-1-(tetrahydro-2H-pyran-4-yl)hydrazine